C(C1=CC=CC=C1)OC1=CC=C(C=C1)N1C(NN=C1C1=NC2=CC=CC=C2C=C1)=S 4-(4-(Benzyloxy)phenyl)-5-(quinolin-2-yl)-2,4-dihydro-3H-1,2,4-triazole-3-thione